CN(\C=C\[N+](=O)[O-])C (E)-N,N-dimethyl-2-nitro-ethenamine